O=CCCNC(OC(C)(C)C)=O tert-butyl N-(3-oxopropyl)carbamate